COC(=O)C1=NC=C(C=C1SCC)SCCC(C#N)C#N 5-(3,3-dicyanopropylsulfanyl)-3-ethylsulfanyl-pyridine-2-carboxylic acid methyl ester